C[C@@H]1[C@@H]([C@@H](C[C@@H](O1)C2=C(C=C3C(=C2O)C(=O)C=C(O3)C4=CC=C(C=C4)O[C@H]5[C@@H]([C@H]([C@@H]([C@H](O5)CO)O)O)O)OC)O)O The molecule is a C-glycosyl compound that is flavone substituted by hydroxy group at position 5, a methoxy group at position 7, a beta-D-glucopyranosyloxy group at position 4' and a beta-D-oliopyranosyl moiety at position 6. Isolated from Drymaria diandra, it exhibits natioxidant activity. It has a role as a metabolite and an antioxidant. It is a C-glycosyl compound, a monomethoxyflavone, a monohydroxyflavone and a glycosyloxyflavone.